3-nitro-5,6-dihydro-4H-pyrrolo[1,2-b]pyrazole-2-carboxylic acid [N+](=O)([O-])C1=C2N(N=C1C(=O)O)CCC2